C(C)(C)(C)OC(N(O)[C@@H](CCO)C=1C=NC(=CC1)F)=O N-[(1S)-1-(6-Fluoropyridin-3-yl)-3-hydroxypropyl]-N-Hydroxycarbamic acid tert-butyl ester